CC(CCC(C)C)NC1=CC=C(C=C1)NC(CCC(C)C)C di(1,4-dimethylpentyl)-p-phenylenediamine